N1(C=NC=C1)CC1N(C(C2=CC=CC(=C2C1)C=1C(=NN(C1)C)C(F)(F)F)=O)C1=CC(=NC2=CC=C(C=C12)OC)C ((1H-Imidazol-1-yl)methyl)-2-(6-methoxy-2-methylquinolin-4-yl)-5-(1-methyl-3-(trifluoromethyl)-1H-pyrazol-4-yl)-3,4-dihydroisoquinolin-1(2H)-one